(E)-4-(2-(1,2-dimethoxy-12-methyl-12,13-dihydro-[1,3]dioxolo[4',5':4,5]benzo[1,2-c]phenanthridin-13-yl)vinyl)-2-methoxyphenol COC1=C2C(N(C=3C4=C(C=CC3C2=CC=C1OC)C=C1C(=C4)OCO1)C)/C=C/C1=CC(=C(C=C1)O)OC